C[Si]1(CCC(CC1)NC(=O)C=1NC2=CC(=CC(=C2C1)OC)F)C N-(1,1-dimethylsilinan-4-yl)-6-fluoro-4-methoxy-1H-indole-2-carboxamide